The molecule is a norlignan that is a derivative of agatharesinol in which the aromatic ring B has an additional hydroxy substituent ortho to the one present in the parent compound. It has a role as a metabolite. It derives from an agatharesinol. C1=CC(=CC=C1/C=C/[C@@H](C2=CC(=C(C=C2)O)O)[C@@H](CO)O)O